(R)-6-(2-hydroxy-2-(3'-(trifluoromethyl)-[1,1'-biphenyl]-3-yl)acetyl)-2-(1-(5-isopropylpyridin-3-yl)cyclopropyl)-3,5,6,7,8,9-hexahydro-4H-pyrimido[5,4-c]azepin-4-one O[C@@H](C(=O)N1CC2=C(CCC1)N=C(NC2=O)C2(CC2)C=2C=NC=C(C2)C(C)C)C=2C=C(C=CC2)C2=CC(=CC=C2)C(F)(F)F